C(#N)C1=C(N(C2=CN=C(C=C21)C2(CC2)C(=O)N)C)C2=C(C=CC=C2)OC [3-cyano-2-(2-methoxyphenyl)-1-methylpyrrolo[2,3-c]pyridin-5-yl]cyclopropanecarboxamide